2-(6-Oxo-5-(trifluoromethyl)-1,6-dihydropyridin-3-yl)ethyl (2S,5R)-2,5-dimethyl-4-(5-methylpyrimidin-2-yl)piperazine-1-carboxylate C[C@@H]1N(C[C@H](N(C1)C1=NC=C(C=N1)C)C)C(=O)OCCC1=CNC(C(=C1)C(F)(F)F)=O